5-[4-[2-(tert-butoxycarbonylamino)ethyl]piperazin-1-yl]pentanoic acid C(C)(C)(C)OC(=O)NCCN1CCN(CC1)CCCCC(=O)O